O=C([C@H]([C@H]([C@@H]([C@H](CO)O)O)O)O)O 6-oxoglucitol